CC(C)(C)N1C=NC2=C1C=CC=C2 (1,1-dimethylethyl)-1H-benzimidazol